4-chloro-8-cyclopropyl-6-methyl-2-oxo-1,2-dihydro-1,7-naphthyridine-3-carbonyl chloride ClC1=C(C(NC2=C(N=C(C=C12)C)C1CC1)=O)C(=O)Cl